[Si](C)(C)(C(C)(C)C)OC[C@H]1CN2C(O1)=C(C=N2)[S@](=O)(NC(C2=CC=CC=C2)(C2=CC=CC=C2)C2=CC=CC=C2)=NC(NC2=C1CCCC1=CC=1CCCC21)=O (R,2R)-2-(((tert-butyldimethylsilyl)oxy)methyl)-N'-((1,2,3,5,6,7-hexahydro-s-indacen-4-yl)carbamoyl)-N-trityl-2,3-dihydropyrazolo[5,1-b]oxazole-7-sulfonimidamide